ClCC1=C2C=C(C=NC2=CC=C1)F 5-(chloromethyl)-3-fluoroquinoline